BrC=1C=C(C=CC1)N(C(=O)[C@@H]1CC[C@H](CC1)O[Si](C)(C)C(C)(C)C)C[C@@H]1CC[C@H](CC1)C1=CC(=C(C=C1)OC)C trans-N-(3-Bromophenyl)-4-((tert-butyldimethylsilyl)oxy)-N-((trans-4-(4-methoxy-3-methylphenyl)cyclohexyl)methyl)cyclohexanecarboxamide